tris(triphenyl-lambda5-phosphanyl)rhodium(1+) chloride C1(=CC=CC=C1)P(C1=CC=CC=C1)(C1=CC=CC=C1)[Rh](P(C1=CC=CC=C1)(C1=CC=CC=C1)C1=CC=CC=C1)(P(C1=CC=CC=C1)(C1=CC=CC=C1)C1=CC=CC=C1)Cl